N-(2-(1-((2-(2,6-dioxopiperidin-3-yl)pyridin-4-yl)methyl)piperidin-4-yl)-6-(2-hydroxypropane-2-yl)-2H-indazol-5-yl)-6-(trifluoromethyl)nicotinamide O=C1NC(CCC1C1=NC=CC(=C1)CN1CCC(CC1)N1N=C2C=C(C(=CC2=C1)NC(C1=CN=C(C=C1)C(F)(F)F)=O)C(C)(C)O)=O